5-[1-(5-amino-2-pyridinyl)-3-(trifluoromethyl)pyrazol-4-yl]-N-[3-chloro-4-[6-[[(2s,4r)-4-hydroxyprolyl]amino]-2-azaspiro[3.3]heptane-2-carbonyl]phenyl]-1-methyl-imidazole-2-carboxamide NC=1C=CC(=NC1)N1N=C(C(=C1)C1=CN=C(N1C)C(=O)NC1=CC(=C(C=C1)C(=O)N1CC2(C1)CC(C2)NC([C@H]2NC[C@@H](C2)O)=O)Cl)C(F)(F)F